NCCCN(CCCCCCC(C(=O)OCCCCCC)C(=O)OCCCCCC)CCCCCCCC(=O)OC(CCCCCCCC)CCCCCCCC dihexyl 2-(6-((3-aminopropyl)(8-(heptadecan-9-yloxy)-8-oxooctyl)amino)hexyl)malonate